BrC=1C(N(C(=CC1OCC1=C(C=C(C=C1)F)F)C)CC1=C(C(=O)N)C=CC=C1)=O 2-{[3-bromo-4-[(2,4-difluorobenzyl)oxy]-6-methyl-2-oxopyridin-1(2H)-yl]-methyl}benzamide